BrCCCC1CO1 (3-bromopropyl)epoxyethane